((1R,3s,5S)-8-(3-bromo-4-cyano-1H-pyrazolo[3,4-d]pyrimidin-6-yl)-8-azabicyclo[3.2.1]oct-3-yl)carbamic acid tert-butyl ester C(C)(C)(C)OC(NC1C[C@H]2CC[C@@H](C1)N2C2=NC(=C1C(=N2)NN=C1Br)C#N)=O